(1-(5-((2-(trifluoromethyl)pyridin-3-yl)thio)-1H-imidazo[4,5-b]pyrazin-2-yl)azetidin-3-yl)methanamine FC(C1=NC=CC=C1SC=1N=C2C(=NC1)NC(=N2)N2CC(C2)CN)(F)F